bismuth acetate salt C(C)(=O)[O-].[Bi+3].C(C)(=O)[O-].C(C)(=O)[O-]